C(CCCCCCCCCCCCCCCCCCCCC)OC1=C(C=C(C=C1)S(=O)(=O)C=1C=NC2=CC=C(C=C2C1N1CCC(CC1)N1CCN(CC1)C1CCN(CC1)CC)S(=O)C)F 3-((4-(docosyloxy)-3-fluorophenyl)sulfonyl)-4-(4-(4-(1-ethylpiperidin-4-yl)piperazin-1-yl)piperidin-1-yl)-6-(methylsulfinyl)quinoline